S1C(=NC=C1)N1C(CN(CC1)C(=O)OC(C)(C)C)=O 1-(thiazole-2-yl)-4-tert-butoxycarbonyl-piperazine-2-one